FC(F)S(=O)(=O)C1=NC=CC=C1 difluoromethyl-2-pyridylsulfone